N-(3-(triethoxysilyl)propyl)maleimide C(C)O[Si](CCCN1C(C=CC1=O)=O)(OCC)OCC